O1N(CCNCC1)C(=O)[O-] 1,2,5-oxadiazepane-2-carboxylate